3-(3-((4-fluoro-2,2-dioxido-1,3-dihydrobenzo[c]thiophen-5-yl)amino)-1H-pyrazol-5-yl)cyclopentyl (3-methyltetrahydrofuran-3-yl)carbamate CC1(COCC1)NC(OC1CC(CC1)C1=CC(=NN1)NC1=C(C2=C(CS(C2)(=O)=O)C=C1)F)=O